C(C)OP(=O)(O)O.CN(C)C (trimethylamine) ethyl-phosphate